[N+](=O)([O-])C1=C(COS(=O)(=O)C2=CC=C(C)C=C2)C(=CC=C1)[N+](=O)[O-] 2,6-dinitrobenzyl-p-toluenesulfonate